(R)-1-amino-2-methyl-1-(4-(((R)-2-methylpentyl-1,1-d2)oxy)phenyl)propan-2-ol IRON [Fe].N[C@@H](C(C)(O)C)C1=CC=C(C=C1)OC([C@@H](CCC)C)([2H])[2H]